Methyl 6-(4-((2-(3-((2-methoxy-4-(methylcarbamoyl)phenyl)amino)prop-1-yn-1-yl)-1-(2,2,2-trifluoroethyl)-1H-indol-4-yl)amino)piperidin-1-yl)-6-oxohexanoate COC1=C(C=CC(=C1)C(NC)=O)NCC#CC=1N(C2=CC=CC(=C2C1)NC1CCN(CC1)C(CCCCC(=O)OC)=O)CC(F)(F)F